N1C=CC2=C(C=CC=C12)C=1N=C(C2=C(N1)C=CC(=N2)C=2C=NC=NC2)N2[C@@H](COCC2)C (R)-4-(2-(1H-indol-4-yl)-6-(pyrimidin-5-yl)pyrido[3,2-d]pyrimidin-4-yl)-3-methylmorpholine